FC=1C=C(C=CC1COCC1=NC=CC=C1)C1=C(C(=O)N)C=CC=C1B1OC(C(O1)(C)C)(C)C (3-fluoro-4-((pyridin-2-ylmethoxy)methyl)phenyl)-3-(4,4,5,5-tetramethyl-1,3,2-dioxaborolan-2-yl)benzamide